ClC1=CC=C2C(NC(=NC2=C1)CNC=O)=O N-((7-chloro-4-oxo-3,4-dihydroquinazolin-2-yl)methyl)formamide